FC=1C=NC(=NC1)OC1=CC=C(C(=O)N)C=C1 4-((5-fluoropyrimidin-2-yl)oxy)benzamide